(2S)-2-[4-(4-chlorophenoxy)-2-trifluoromethylphenyl]-1-(1,2,4-triazol-1-yl)propan-2-ol ClC1=CC=C(OC2=CC(=C(C=C2)[C@](CN2N=CN=C2)(C)O)C(F)(F)F)C=C1